4-amino-5-(4-((2-hydroxyethyl)amino)phenyl)-2,2-dimethylpentanoic acid NC(CC(C(=O)O)(C)C)CC1=CC=C(C=C1)NCCO